(R)-5-(2-Hydroxypropan-2-yl)-N'-((1',5',6',7'-tetrahydro-2'H-spiro[cyclopropane-1,3'-dicyclopenta[b,e]pyridin]-8'-yl)carbamoyl)thiazole-2-sulfonimidamide OC(C)(C)C1=CN=C(S1)[S@@](=O)(N)=NC(NC1=C2C(=NC3=C1CCC3)C3(CC2)CC3)=O